1-[(3S)-tetrahydrofuran-3-yl]Piperidine-4-carboxylic acid ethyl ester C(C)OC(=O)C1CCN(CC1)[C@@H]1COCC1